C1(=CC=CC2=CC=CC=C12)N1C2=CC=C(C=C2SC=2C=CC(=CC12)N)N 10-naphthyl-phenothiazine-2,7-diamine